C1(CC1)C1=NN(C=2N=C(NC(C21)=O)CC(F)(F)F)C(CC)C2=NC=C(C=C2)C(F)(F)F 3-Cyclopropyl-6-(2,2,2-Trifluoroethyl)-1-(1-(5-(Trifluoromethyl)Pyridin-2-Yl)Propyl)-1H-Pyrazolo[3,4-d]Pyrimidin-4(5H)-One